4-(6-(6-Phenyl-2,6-diazaspiro[3.4]octan-2-yl)pyrimidin-4-yl)morpholine C1(=CC=CC=C1)N1CC2(CN(C2)C2=CC(=NC=N2)N2CCOCC2)CC1